Lanthanum(II) triflate [O-]S(=O)(=O)C(F)(F)F.[La+2].[O-]S(=O)(=O)C(F)(F)F